(±)-7-methyl-2-morpholin-4-yl-9-[1-(2-pyridylamino)ethyl]-pyrido[1,2-a]pyrimidin-4-one CC=1C=C(C=2N(C(C=C(N2)N2CCOCC2)=O)C1)[C@@H](C)NC1=NC=CC=C1 |r|